ClC=1C(=C(CN2CCN(CC2)C=2C=CC3=C(C=C(O3)C(=O)O)C2C)C=C(C1)Cl)O 5-[4-(3,5-dichloro-2-hydroxy-benzyl)-piperazin-1-yl]-4-methyl-benzofuran-2-carboxylic acid